tert-Butyl N-[(1S)-2-[(E)-dimethylaminomethyleneamino]-1-methyl-2-oxoethyl]carbamate CN(C)\C=N\C([C@H](C)NC(OC(C)(C)C)=O)=O